6-((1R,6S)-6-amino-2,2-difluorocyclohexyl)-7-bromo-2-chloro-N-(furan-2-ylmethyl)thieno[3,2-d]pyrimidin-4-amine N[C@H]1CCCC([C@@H]1C1=C(C=2N=C(N=C(C2S1)NCC=1OC=CC1)Cl)Br)(F)F